1-(2-fluorobenzyl)-4-(2-oxoethyl)-1H-pyrazole-3-carboxylic acid ethyl ester C(C)OC(=O)C1=NN(C=C1CC=O)CC1=C(C=CC=C1)F